[Br-].C[P+](C1=CC=CC=C1)(C1=CC=CC=C1)C1=CC=CC=C1 Methyl-(triphenyl)phosphonium bromide